The molecule is an organic anion obtained by selective deprotonation of the 2-hydroxy group of (2S)-versicolorone. It is a conjugate base of a (2S)-versicolorone. It is a conjugate acid of a (2S)-versicolorone(2-). CC(=O)CC[C@H](CO)C1=C(C=C2C(=C1[O-])C(=O)C3=C(C2=O)C=C(C=C3O)O)O